NC1=CC(=NN1C(C)(C)C)C1CCC(CC1)C(=O)NC(C)C (1s,4s)-4-(5-amino-1-(tert-butyl)-1H-pyrazol-3-yl)-N-isopropylcyclohexane-1-carboxamide